2-Isobutylbenzotriazole C(C(C)C)N1N=C2C(=N1)C=CC=C2